Cl/C(/C(=O)O)=C(/C(=O)O)\Cl 2,3-dichloromaleic acid